2-(4-bromophenylimino)-4-phenylthiazole BrC1=CC=C(C=C1)N=C1SC=C(N1)C1=CC=CC=C1